C(C)C(C)N(C1=NC(=CC=C1C(=O)NS(=O)(=O)C1=CC=NN1)C1=CC(=CC(=C1)OCC(C)C)F)C(C)C 2-[ethylethyl-(isopropyl)amino]-6-(3-fluoro-5-isobutoxy-phenyl)-N-(1H-pyrazol-5-ylsulfonyl)pyridine-3-carboxamide